O=CCCC1=NC=CC(=C1)N1C2CN(CC1CC2)C(=O)OC(C)(C)C tert-butyl 8-[2-(3-oxopropyl)pyridin-4-yl]-3,8-diazabicyclo[3.2.1]octane-3-carboxylate